ClC=1C(=C(NC2=NC3=CC=C(N=C3C=C2C#N)O[C@@H]2CNCC2)C=CC1OCC1CC1)F [3-chloro-4-(cyclopropylmethoxy)-2-fluoro-anilino]-6-[(3S)-pyrrolidin-3-yl]oxy-1,5-naphthyridine-3-carbonitrile